(3S)-3-(4-chloro-3-{[(2S,3R)-2-(4-chlorophenyl)-4,4,4-trifluoro-3-methylbutanoyl]amino}phenyl)-3-cyclopropylpropanoat ClC1=C(C=C(C=C1)[C@@H](CC(=O)[O-])C1CC1)NC([C@@H]([C@H](C(F)(F)F)C)C1=CC=C(C=C1)Cl)=O